7-chloro-N-[6-(2,2-difluoroethoxy)-5-fluoro-2-methoxy-3-pyridyl]-2-(methylamino)quinoline-4-sulfonamide ClC1=CC=C2C(=CC(=NC2=C1)NC)S(=O)(=O)NC=1C(=NC(=C(C1)F)OCC(F)F)OC